(1S,2S)-1-amino-7-bromo-4,4-dimethyl-1,2,3,4-tetrahydronaphthalen-2-ol (2R,3R)-2,3-dihydroxysuccinate monohydrate O.O[C@@H](C(=O)O)[C@H](C(=O)O)O.N[C@@H]1[C@H](CC(C2=CC=C(C=C12)Br)(C)C)O